N(=[N+]=[N-])[C@@H]1[C@H]([C@@H]([C@H](O[C@@H]1O[C@H]1[C@@H]([C@H]([C@@H](C[C@@H]1N=[N+]=[N-])N=[N+]=[N-])O)O)CO)O)O (2R,3S,4R,5R,6S)-5-azido-6-(((1R,2R,3S,4R,6S)-4,6-diazido-2,3-dihydroxycyclohexyl)oxy)-2-(hydroxymethyl)tetrahydro-2H-pyran-3,4-diol